BrCC=1C(=C(CO)C(=C(C1C)CBr)C)C 3,5-bis(bromomethyl)-2,4,6-trimethylbenzyl alcohol